methyl 5-(5-formyl-3a,5,6,6a-tetrahydro-4H-cyclopenta[d]isoxazol-3-yl)-2-methoxybenzoate C(=O)C1CC2C(C(=NO2)C=2C=CC(=C(C(=O)OC)C2)OC)C1